(1aS,5aS)-2-(2,4-Difluoro-phenyl)-1a,2,5,5a-tetrahydro-1H-2,3-diaza-cyclopropa[a]pentalene-4-carboxylic acid (2-fluoro-pyridin-3-yl)-amide FC1=NC=CC=C1NC(=O)C=1C=2C[C@H]3[C@@H](C2N(N1)C1=C(C=C(C=C1)F)F)C3